1,2,4,5-benzenetetra-formaldehyde C=1(C(=CC(=C(C1)C=O)C=O)C=O)C=O